2-(4-(7-(3,4-dihydroquinolin-1(2H)-yl)-2-(3-(dimethylamino)azetidin-1-yl)-5,6,7,8-tetrahydroquinazolin-4-yl)-1-(4-morpholinobut-2-enoyl)piperazin-2-yl)acetonitrile N1(CCCC2=CC=CC=C12)C1CCC=2C(=NC(=NC2C1)N1CC(C1)N(C)C)N1CC(N(CC1)C(C=CCN1CCOCC1)=O)CC#N